ClC=1C(=C(C=CC1)C(CO)(C)NC1=NC2=C(N1)C=CC=C2CNC2=NOC=C2)F (-)-2-(3-chloro-2-fluorophenyl)-2-[(4-{[(1,2-oxazol-3-yl)amino]methyl}-1H-1,3-benzodiazol-2-yl)amino]propan-1-ol